C(C)(=O)NC=1C=CC(=C(C1)O)N 5-acetamido-2-aminophenol